C(C)C(C(=O)[O-])(C(=O)[O-])CC Di-Ethyl-Malonate